2-(2-(2-chlorophenyl)-5-(4-methoxy-5,6,7,8-tetrahydroquinolin-6-yl)-4,5,6,7-tetrahydro-3H-imidazo[4,5-c]pyridin-3-yl)ethan-1-ol ClC1=C(C=CC=C1)C1=NC2=C(CN(CC2)C2CC=3C(=CC=NC3CC2)OC)N1CCO